tris[3-bromo-2,2-bis-(bromomethyl) propyl] phosphate P(=O)(OCC(CBr)(CBr)CBr)(OCC(CBr)(CBr)CBr)OCC(CBr)(CBr)CBr